3-(3-(4-((((1H-pyrazol-5-yl)methyl)amino)methyl)benzyl)isoxazol-5-yl)pyridin N1N=CC=C1CNCC1=CC=C(CC2=NOC(=C2)C=2C=NC=CC2)C=C1